C(C(=O)O)(=O)O.C(C=C)N1[C@H]2[C@@]3(CC[C@@H]([C@H]4[C@@]3(C=3C(=C(C=CC3C2)O)O4)CC1)OCCOCCOCCOCCOCCOCCOCCOC)O (5α,6α)-17-allyl-6-(2,5,8,11,14,17,20-heptaoxadocosan-22-yloxy)-4,5-epoxymorphinan-3,14-diol oxalate